BrC1=C(COC2=CC3=C(C(=CC(O3)=O)C(F)(F)F)C=C2)C=CC=C1 7-((2-bromobenzyl)oxy)-4-trifluoromethyl-2H-1-benzopyran-2-one